N1N=NC=C2C1=NN=C2 pyrazolo[3,4-d]-1,2,3-triazine